OC=1C=C(C=CC1NC(=O)NC=1C=NC=CC1)C#CC=1C=CC=C(C1C1=CC=CC=C1)C(=O)OC methyl 6-((3-hydroxy-4-(3-(pyridin-3-yl) ureido) phenyl) ethynyl)-[1,1'-biphenyl]-2-carboxylate